O[C@H]1[C@@H](CC2=CC=CC=C2C1)SC(=O)C1=CC=CC=C1 |r| racemic-[trans-(3-hydroxy-1,2,3,4-tetrahydronaphthalen-2-yl)sulfanyl](phenyl)methanone